tert-butyl 3-(((7-(8-chloronaphthalen-1-yl)-2-((hexahydro-1H-pyrrolizin-7a-yl)methoxy)-5,6,7,8-tetrahydropyrido[3,4-d]pyrimidin-4-yl)(methyl)amino)methyl)azetidine-1-carboxylate ClC=1C=CC=C2C=CC=C(C12)N1CC=2N=C(N=C(C2CC1)N(C)CC1CN(C1)C(=O)OC(C)(C)C)OCC12CCCN2CCC1